tetramethylene dimethacrylate C(C(=C)C)(=O)OCCCCOC(C(=C)C)=O